FC1=C(C=CC=C1F)[NH+]1CCC(CC1)CCN1N=C(C2=C1CCC2)C(=O)N2CCC(CC2)O [1-[2-[1-(2,3-Difluorophenyl)piperidin-1-ium-4-yl]ethyl]-5,6-dihydro-4H-cyclopenta[c]pyrazol-3-yl]-(4-hydroxy-1-piperidyl)methanon